FC(C(=O)C1=CC=CC=2NN=NC21)(F)F trifluoroacetyl-(benzotriazole)